ClC1=C(C=CC=C1)C1=NC(=C(C(=N1)NC1=NNC(=C1)C)C)C 2-(2-chlorophenyl)-5,6-dimethyl-N-(5-methyl-1H-pyrazol-3-yl)pyrimidin-4-amine